3-Amino-N-(4-methoxybenzyl)-N-methyl-1-(4-(trifluoromethyl)phenyl)-1H-indazole-5-sulfonamide NC1=NN(C2=CC=C(C=C12)S(=O)(=O)N(C)CC1=CC=C(C=C1)OC)C1=CC=C(C=C1)C(F)(F)F